4,4,4-Trifluoro-1-(thiophen-2-yl)butane-1,3-dione FC(C(CC(=O)C=1SC=CC1)=O)(F)F